C(C1=CC=CC=C1)OCC1=C(C=C(C=C1)NC(=O)C=1C=C(C=CC1F)C=1C=C(C(=NC1)C)C(=O)O)F 5-[3-[[4-(Benzyloxymethyl)-3-fluoro-phenyl]carbamoyl]-4-fluoro-phenyl]-2-methyl-pyridine-3-carboxylic acid